COC([C@H](CC(=O)C=1SC2=C(C1)C=C(C(=C2)OC(F)F)O)C)=O (2S)-4-[6-(difluoromethoxy)-5-hydroxy-1-benzothien-2-yl]-2-methyl-4-oxobutanoic acid methyl ester